6-bromo-4-chloro-1-methyl-2-oxo-1,2-dihydro-1,5-naphthyridine-3-carbonitrile BrC=1N=C2C(=C(C(N(C2=CC1)C)=O)C#N)Cl